N-(trans-4-((3-(2-Cyclopropylthiazol-5-yl)phenyl)((trans-4-(4-methoxy-3-methylphenyl)cyclohexyl)methyl)carbamoyl)cyclohexyl)-1-methylazetidine-3-carboxamide C1(CC1)C=1SC(=CN1)C=1C=C(C=CC1)N(C(=O)[C@@H]1CC[C@H](CC1)NC(=O)C1CN(C1)C)C[C@@H]1CC[C@H](CC1)C1=CC(=C(C=C1)OC)C